N',N'-diethylpropane-1,3-diamine C(C)N(CCCN)CC